[Si](C)(C)(C(C)(C)C)OCCN1C(N(CC=2C1=NC(=NC2)SC)[C@H]2CCN(C1=C(C=CC=C21)C)C(C(F)(F)F)=O)=O (S)-1-(2-((tert-butyldimethylsilyl)oxy)ethyl)-3-(8-methyl-1-(2,2,2-trifluoroacetyl)-1,2,3,4-tetrahydroquinolin-4-yl)-7-(methylthio)-3,4-dihydropyrimido[4,5-d]pyrimidin-2(1H)-one